(S)-8-(Benzyloxy)-5-(2-((5,6-diethyl-2,3-dihydro-1H-inden-2-yl)amino)-1-fluoroethyl)Quinolin-2(1H)-one C(C1=CC=CC=C1)OC=1C=CC(=C2C=CC(NC12)=O)[C@@H](CNC1CC2=CC(=C(C=C2C1)CC)CC)F